N6-tert-butyl-3-isopropyl-N8-(2-pyridylmethyl)-[1,2,4]triazolo[4,3-b]pyridazine-6,8-diamine C(C)(C)(C)NC=1C=C(C=2N(N1)C(=NN2)C(C)C)NCC2=NC=CC=C2